C(CCC=CCCCO)O 4-octene-1,8-diol